Styrensulfonat C(=CC1=CC=CC=C1)S(=O)(=O)[O-]